N1C(=NC2=C1C=CC=C2)CNCCC=2SC=C(N2)C(=O)NCC2CCCC=1C=CC=NC21 2-{2-[(1H-1,3-Benzodiazol-2-ylmethyl)amino]ethyl}-N-(5,6,7,8-tetrahydroquinolin-8-ylmethyl)-1,3-thiazole-4-carboxamide